O[C@H]1C2CCC(C1)N2CC(=O)C2=C(N(C(=C2)CC=2N=C(SC2)C)C2=CC=C(C#N)C=C2)C (±)-4-(3-(2-((2R)-2-hydroxy-7-azabicyclo[2.2.1]heptan-7-yl)acetyl)-2-methyl-5-((2-methylthiazol-4-yl)methyl)-1H-pyrrol-1-yl)benzonitrile